N1([C@@H](CCC1)C(=O)OCC(C(C)(C)C)=O)C(=O)OC(C)(C)C 1-(Tert-butyl) 2-(3,3-dimethyl-2-oxobutyl) (S)-pyrrolidine-1,2-dicarboxylate